CC1(C(NC2=CC(=CC=C12)NC1=NC=C(C(=N1)NC=1C=CC2=C(NC(O2)=O)C1)C)=O)C 5-(2-(3,3-dimethyl-2-oxoindolin-6-ylamino)-5-methylpyrimidin-4-ylamino)benzo[d]oxazol-2(3H)-one